2-(4-(6-((4-cyanobenzyl)oxy)-5-fluoropyridin-2-yl)-2,5-difluorobenzyl)-1-((3S,4R)-4-methyltetrahydrofuran-3-yl)-1H-benzo[d]imidazole-6-carboxylic acid C(#N)C1=CC=C(COC2=C(C=CC(=N2)C2=CC(=C(CC3=NC4=C(N3[C@@H]3COC[C@@H]3C)C=C(C=C4)C(=O)O)C=C2F)F)F)C=C1